N1(C=NC=C1)CC=1SC2=C(N(C=3C(N(N=CC32)CC3=NNC=C3)=O)C)N1 2-((1H-imidazol-1-yl)methyl)-6-((1H-pyrazol-3-yl)methyl)-4-methyl-4H-thiazolo[5',4':4,5]pyrrolo[2,3-d]pyridazin-5(6H)-one